1-(4-(dimethylamino)-4-oxobut-2-yn-1-yl)-N-(4-(4-(1,1-dioxidothiomorpholino)-7H-pyrrolo[2,3-d]pyrimidin-6-yl)phenyl)-4-hydroxypiperidine-4-carboxamide CN(C(C#CCN1CCC(CC1)(C(=O)NC1=CC=C(C=C1)C1=CC2=C(N=CN=C2N2CCS(CC2)(=O)=O)N1)O)=O)C